2,3,5-trimethylnaphthalen-1-ol CC1=C(C2=CC=CC(=C2C=C1C)C)O